tert-butyl 4-(4-chloro-3-fluoro-phenyl)-3,3-difluoro-2,6-dihydropyridine-1-carboxylate ClC1=C(C=C(C=C1)C=1C(CN(CC1)C(=O)OC(C)(C)C)(F)F)F